5-(2,3-Difluorophenyl)-N-((tetrahydro-2H-pyran-2-yl)methyl)-1H-indazole-3-carboxamide FC1=C(C=CC=C1F)C=1C=C2C(=NNC2=CC1)C(=O)NCC1OCCCC1